(S)-N-(5-chloropyridin-2-yl)-2-((3S,3'S)-6'-oxo-[3,3'-bipiperidin]-1-yl)propanamide ClC=1C=CC(=NC1)NC([C@H](C)N1C[C@@H](CCC1)[C@H]1CNC(CC1)=O)=O